1-(5-bromo-3-chloropyridin-2-yl)-N-(5-cyano-6-(2H-1,2,3-triazol-2-yl)pyridin-3-yl)-5-(trifluoromethyl)-1H-pyrazole-4-carboxamide BrC=1C=C(C(=NC1)N1N=CC(=C1C(F)(F)F)C(=O)NC=1C=NC(=C(C1)C#N)N1N=CC=N1)Cl